[(1R,4R)-2-oxa-5-azabicyclo[2.2.1]heptan-5-yl]pyrazolo[1,5-a]pyrimidine-3-carboxamide [C@H]12OC[C@H](N(C1)C1=NN3C(N=CC=C3)=C1C(=O)N)C2